1-(4-Aminophenyl)-3a-hydroxy-6-methyl-3,3a-dihydro-1H-pyrrolo[2,3-b]quinolin-4(2H)-on NC1=CC=C(C=C1)N1CCC2(C1=NC1=CC=C(C=C1C2=O)C)O